ClC1=CC2=C(C=N1)C=C(N2C)C2=CC(=NC=N2)NCC(F)(F)F 6-(6-chloro-1-methyl-1H-pyrrolo[3,2-c]pyridin-2-yl)-N-(2,2,2-trifluoroethyl)pyrimidin-4-amine